2-(3-sulfopropoxy)thioxanthen-9-one 4-(2-(3-bromo-5-hydroxybenzylidene-amino)-4-methoxy-3-oxobutyl)phenyl-isobutyrate BrC=1C=C(C=NC(CC2=CC=C(C=C2)OC(C(C)C)=O)C(COC)=O)C=C(C1)O.S(=O)(=O)(O)CCCOC1=CC=2C(C3=CC=CC=C3SC2C=C1)=O